C(C)(=O)[O-].C(C)(=O)[O-].[Na+].[Na+].CNCC(=O)O methyl-glycine disodium diacetate